CC1=CC=2C(C=N1)=CNN2 6-methyl-2H-pyrazolo[4,3-c]pyridine